BrC1=C(C=C(C=C1)B(O)O)F (4-bromo-3-fluorophenyl)boronic acid